4-(3-bromo-1H-pyrazol-1-yl)piperidine-1-carboxylic acid tert-butyl ester C(C)(C)(C)OC(=O)N1CCC(CC1)N1N=C(C=C1)Br